N-[2-(3-amino-4-cyclopropoxypyrrolidin-1-yl)-5,6,7,8-tetrahydroquinolin-6-yl]-5-chloro-7-ethyl-7H-pyrrolo[2,3-c]pyridazine-3-carboxamide NC1CN(CC1OC1CC1)C1=NC=2CCC(CC2C=C1)NC(=O)C1=CC2=C(N=N1)N(C=C2Cl)CC